N=1NN=NC1CN(CC1=CC=CC=C1)C N-((2H-tetrazol-5-yl)methyl)-N-methyl-1-phenylmethanamine